tert-butyl 3-[4-(3-chloro-2-fluoro-anilino)pyrido[3,2-d]pyrimidin-6-yl]piperidine-1-carboxylate ClC=1C(=C(NC=2C3=C(N=CN2)C=CC(=N3)C3CN(CCC3)C(=O)OC(C)(C)C)C=CC1)F